1-(4-(3-bromo-7-((tetrahydro-2H-pyran-2-yl)oxy)-2H-chromen-4-yl)phenyl)-4-(dimethoxymethyl)piperidine BrC=1COC2=CC(=CC=C2C1C1=CC=C(C=C1)N1CCC(CC1)C(OC)OC)OC1OCCCC1